CC1=CC2=C(N3C(C(OC2)CC(=O)OC(C)(C)C)=NN=C3C)S1 tert-butyl 2-(2,9-dimethyl-4H,6H-thieno[2,3-e][1,2,4]triazolo[3,4-c][1,4]oxazepin-6-yl)acetate